ClC1=CC=C2C(=C(N(C2=C1C=1C(=NN(C1C)C)C)CCCOCCO)C(=O)OC(C)(C)C)CCCOC1=CC=CC2=CC(=CC=C12)F tert-Butyl 6-chloro-3-{3-[(6-fluoronaphthalen-1-yl)oxy]propyl}-1-[3-(2-hydroxyethoxy)propyl]-7-(1,3,5-trimethyl-1H-pyrazol-4-yl)-1H-indole-2-carboxylate